quinolinyl-benzothiazole N1=C(C=CC2=CC=CC=C12)C=1SC2=C(N1)C=CC=C2